tert-butyl 3-(7-bromo-5,6,8-trifluoro-2-(((2R,7aS)-2-fluorotetrahydro-1H-pyrrolizin-7a(5H)-yl)methoxy)quinazolin-4-yl)-3,8-diazabicyclo[3.2.1]octane-8-carboxylate BrC1=C(C(=C2C(=NC(=NC2=C1F)OC[C@]12CCCN2C[C@@H](C1)F)N1CC2CCC(C1)N2C(=O)OC(C)(C)C)F)F